2-(pyridin-4-yl)quinazolin-4-amine N1=CC=C(C=C1)C1=NC2=CC=CC=C2C(=N1)N